phenyl N-(1-(benzo[d][1,3]dioxol-5-yl)propan-2-yl)-P-(methoxymethyl)-N-methylphosphonamidate O1COC2=C1C=CC(=C2)CC(C)N(P(OC2=CC=CC=C2)(=O)COC)C